tert-butyl ((1-(3-bromo-2-fluorophenyl)-3-methyl-1H-1,2,4-triazol-5-yl)methyl)(methyl)carbamate BrC=1C(=C(C=CC1)N1N=C(N=C1CN(C(OC(C)(C)C)=O)C)C)F